ClC1=NC=C(C(=N1)NC1=NC=2C=CC=CC2C2=C1N=CN2CC(C)C)C(F)(F)F N-(2-chloro-5-(trifluoromethyl)pyrimidin-4-yl)-1-isobutyl-1H-imidazo[4,5-c]quinolin-4-amine